O(O)O.[Co].[Fe].[Ni] nickel iron cobalt oxyhydroxide